BrC=1C(C(=CN2C1N=C(C=C2)C2CC2)C2=CC1=CN(N=C1C=C2)C)=O 9-bromo-2-cyclopropyl-7-(2-methyl-2H-indazol-5-yl)-8H-pyrido[1,2-a]pyrimidin-8-one